3'-(2-hydroxy-1,2-oxaborol-4-yl)-4,5-dimethoxy-[1,1'-biphenyl]-3-carbonitrile OB1OC=C(C1)C=1C=C(C=CC1)C1=CC(=C(C(=C1)OC)OC)C#N